p-chlorophenyl-3-pyridinecarbohydrazide ClC1=C(C(=NC=C1)C1=CC=CC=C1)C(=O)NN